FC1=CC=C2C(=CC=NC2=C1)N(C(C(CCCC)CCO)(C)C(=O)O)N 7-fluoro-4-(1-carboxy-4-ethyl-(2-hydroxyethyl)-amino-1-methylbutylamino)quinoline